C(C)(C)(C)OC(=O)N[C@@H](COCCCF)C(=O)O N-(tert-Butoxycarbonyl)-O-(3-fluoropropyl)-L-serine